2-(((S)-5-((S)-2-(5-chloropyridin-2-yl)-2-methylbenzo[d][1,3]dioxol-4-yl)-3,6-dihydro-2H-pyran-2-yl)methyl)-4-fluoro-1-(((S)-oxetan-2-yl)methyl)-1H-benzo[d]imidazole-6-carboxylic acid ClC=1C=CC(=NC1)[C@@]1(OC2=C(O1)C=CC=C2C2=CC[C@H](OC2)CC2=NC1=C(N2C[C@H]2OCC2)C=C(C=C1F)C(=O)O)C